OC1(CC2C(CN(C2)C(=O)NC2=CC=CC=C2)C1)C1=C(C=CC=C1)C 5-hydroxy-5-(2-methylphenyl)-N-phenyl-octahydrocyclopenta[c]pyrrole-2-carboxamide